N8-(3-Chloro-4-fluorophenyl)-N2-(1-methyl-4-piperidinyl)-pyrimido[5,4]pyrimidine-2,8-diamine dihydrochloride Cl.Cl.ClC=1C=C(C=CC1F)NN1CN=CC=2C=NC(=NC21)NC2CCN(CC2)C